3,4-dinitrofurazan oxide [N+](=O)([O-])C1=[N+](ON=C1[N+](=O)[O-])[O-]